1,1-diethoxy-5,7-dodecadiene C(C)OC(CCCC=CC=CCCCC)OCC